BrC1=CC(=NC=C1)NC(CN1CC2CN(C(C1)CC2)C)=O N-(4-bromopyridin-2-yl)-2-{6-methyl-3,6-diazabicyclo[3.2.2]non-3-yl}acetamide